C(C1=CC=CC=C1)OC1=CC(=C(C=C1)CCO)[N+](=O)[O-] 2-[4-(benzyloxy)-2-nitrophenyl]ethanol